C1N(CC2=CC=CC=C12)CCCC1OC=2C(C1)CC=CC2 2-[3-(isoindolin-2-yl)propyl]-1,2,3,4-tetrahydrobenzofuran